(S)-N-(cyclopropylformyl)phenylpropionamido-D-leucine C1(CC1)C(=O)N([C@@H](CC(C)C)C(=O)O)NC(CCC1=CC=CC=C1)=O